(2S)-2-(7-chloro-1,1-dioxobenzo[f][1,2]thiazepine-2(3H)-yl)-3-(6-fluoro-2,3-dimethylphenyl)butanoic acid methyl ester COC([C@H](C(C)C1=C(C(=CC=C1F)C)C)N1S(C2=C(C=CC1)C=C(C=C2)Cl)(=O)=O)=O